(9-chloro-1,10-phenanthroline-2-yl)9-methoxybenzofuro[3,2-b]pyridine ClC=1C=CC2=CC=C3C=CC(=NC3=C2N1)C1=CC=C2C(=N1)C1=C(O2)C=CC=C1OC